2,3-bis(4-methoxyphenyl)butane-2,3-diol COC1=CC=C(C=C1)C(C)(C(C)(O)C1=CC=C(C=C1)OC)O